(1,1-Dimethyl-2-propenyl)oxydiphenylsilan CC(C=C)(C)O[SiH](C1=CC=CC=C1)C1=CC=CC=C1